ClC1=CC=NC2=C(C=CC(=C12)Cl)O 4,5-dichloroquinolin-8-ol